The molecule is a tetrapeptide composed of L-cysteine, L-methionine, L-threonine and L-tyrosine joined in sequence by peptide linkages. It has a role as a metabolite. It derives from a L-cysteine, a L-methionine, a L-threonine and a L-tyrosine. C[C@H]([C@@H](C(=O)N[C@@H](CC1=CC=C(C=C1)O)C(=O)O)NC(=O)[C@H](CCSC)NC(=O)[C@H](CS)N)O